1-(3-(tert-butyl)benzyl)-3-(4-methoxyphenyl)urea C(C)(C)(C)C=1C=C(CNC(=O)NC2=CC=C(C=C2)OC)C=CC1